tert-butyl 7-(6-methoxypyridazin-3-yl)-2-morpholino-4-(pyridin-4-yl)-5H-pyrrolo[3,2-d]pyrimidine-5-carboxylate COC1=CC=C(N=N1)C1=CN(C2=C1N=C(N=C2C2=CC=NC=C2)N2CCOCC2)C(=O)OC(C)(C)C